CC(C=C)N1N(C(C2=CC=C(C=C12)Cl)=O)C(C)C=C 1,2-di(but-3-en-2-yl)-6-chloro-1,2-dihydro-3H-indazol-3-one